C(#N)C1=CC(=C(COC2=NC(=NC=C2F)C2=CC(N(C=C2)CC2=NC=3C(=NC(=CC3)C(=O)O)N2C[C@H]2OCC2)=O)C=C1)F (S)-2-((4-(4-((4-cyano-2-fluorobenzyl)oxy)-5-fluoropyrimidin-2-yl)-2-oxopyridin-1(2H)-yl)methyl)-3-(oxetan-2-ylmethyl)-3H-imidazo[4,5-b]pyridine-5-carboxylic acid